dicyanonaphthalene C1=CC=C2C(=C1)C=CC(=C2C#N)C#N